5-(tert-butyl)-N-(4-(2-((1R,2R)-2-fluorocyclopropane-1-carboxamido)pyridin-4-yl)-2-methylbenzyl)-1,2,4-oxadiazole-3-carboxamide C(C)(C)(C)C1=NC(=NO1)C(=O)NCC1=C(C=C(C=C1)C1=CC(=NC=C1)NC(=O)[C@@H]1[C@@H](C1)F)C